C(CCC)OC(C=C)=O.CC(C(=O)OCCCC)=C butyl 2-methyl-2-propenoate butyl-2-propenoate